CS(=O)(=O)C1(CC1)C1=NSC(=N1)C(=O)O 3-(1-methylsulfonylcyclopropyl)-1,2,4-thiadiazole-5-carboxylic acid